N-(2-Chloro-3-{(4S)-2-imino-4-methyl-1-[(2R*,4R*)-2-methyl-tetrahydropyran-4-yl]-6-oxo-hexahydropyrimidin-4-yl}phenyl)-2-methyl-4-(trifluoromethyl)-pyridine-3-carboxamide hydrochloride Cl.ClC1=C(C=CC=C1[C@]1(NC(N(C(C1)=O)[C@H]1C[C@H](OCC1)C)=N)C)NC(=O)C=1C(=NC=CC1C(F)(F)F)C |o1:15,17|